FC1=CC=C(C=C1)C=CC(=COC1=CC2=CC=CC=C2C=C1)CC 2-((4-(4-fluorophenyl)-2-ethylbut-1,3-dien-1-yl)oxy)naphthalene